ClC1=C(C(=CC=C1)C)N1CSC2=C(C1=O)C=NC(=N2)NC=2C=C1CCN(C(C1=CC2)(C)C)C 3-(2-Chloro-6-methylphenyl)-7-((1,1,2-trimethyl-1,2,3,4-tetrahydroisoquinolin-6-yl)amino)-2,3-dihydro-4H-pyrimido[5,4-e][1,3]thiazin-4-one